2-(4-(2-(3,7-dimethyl-2-oxo-2,3-dihydrobenzo[d]oxazol-5-yl)-3-isopropyl-1H-indol-5-yl)piperidin-1-yl)-N-methylacetamide CN1C(OC2=C1C=C(C=C2C)C=2NC1=CC=C(C=C1C2C(C)C)C2CCN(CC2)CC(=O)NC)=O